O=C1NC(CCC1N1C(C2=CC=CC(=C2C1=O)N1CC(C1)N1CCC(CC1)C(=O)NC)=O)=O 1-(1-(2-(2,6-dioxopiperidin-3-yl)-1,3-dioxoisoindol-4-yl)azetidin-3-yl)-N-methylpiperidine-4-carboxamide